N-(2-(3-(Dimethylamino)propoxy)-5-(1'-methyl-3'-oxo-3',4'-dihydro-1'H-spiro[cyclopropane-1,2'-pyrazino[2,3-c]quinolin]-9'-yl)pyridin-3-yl)benzenesulfonamide CN(CCCOC1=NC=C(C=C1NS(=O)(=O)C1=CC=CC=C1)C1=CC=2C3=C(C=NC2C=C1)NC(C1(N3C)CC1)=O)C